N-(1-methylpiperidin-4-yl)propionamide CN1CCC(CC1)NC(CC)=O